(3R)-3-(5-((7-(((1s,3s)-adamantan-1-yl)amino)heptyl)oxy)-4-oxo-2-(trifluoromethyl)quinazolin-3(4H)-yl)piperidine-2,6-dione C12(CC3CC(CC(C1)C3)C2)NCCCCCCCOC2=C3C(N(C(=NC3=CC=C2)C(F)(F)F)[C@H]2C(NC(CC2)=O)=O)=O